ClC1=CC=NC=2C=C3C(=CC12)OCO3 8-chloro-[1,3]dioxolo[4,5-g]quinoline